C(C1=CC=CC=C1)C1=CC(=NO1)C(=O)NC1C2C(C3=C(N(C1=O)C)N=CC=C3)C2 5-benzyl-N-(cis-4-methyl-3-oxo-1,1a,2,3,4,8b-hexahydrocyclopropa[d]pyrido[2,3-b]azepin-2-yl)isoxazole-3-carboxamide